ClC1=C(C=C(C=C1)Cl)S(=O)(=O)Cl 2,5-dichlorobenzeneSulfonyl chloride